5-(benzylsulfanyl)-2-(difluoromethoxy)pyridine C(C1=CC=CC=C1)SC=1C=CC(=NC1)OC(F)F